[Co].[Sm] Samarium cobalt